4-(dimethylamino)-piperidin CN(C1CCNCC1)C